(8-amino-2-(hydroxy(pyridin-2-yl)methyl)-5-(4-methyloxazol-5-yl)-[1,2,4]triazolo[1,5-a]pyrazin-6-yl)benzonitrile NC=1C=2N(C(=C(N1)C1=C(C#N)C=CC=C1)C1=C(N=CO1)C)N=C(N2)C(C2=NC=CC=C2)O